(3,5-bis(trifluoromethyl)benzoyl)-N-(3,4-dichlorophenyl)piperidine-3-carboxamide FC(C=1C=C(C(=O)N2CC(CCC2)C(=O)NC2=CC(=C(C=C2)Cl)Cl)C=C(C1)C(F)(F)F)(F)F